4-(4-methylpiperazin-1-yl)-phenylamin CN1CCN(CC1)C1=CC=C(C=C1)N